CN1CC(C1)CC1=NN=C(O1)[C@@]12CN(C[C@]2(C1)C(F)(F)F)C1=C2C=CC=NC2=C(C=C1)C#N 5-((1S,5R)-1-(5-((1-methylazetidin-3-yl)methyl)-1,3,4-oxadiazol-2-yl)-5-(trifluoromethyl)-3-azabicyclo[3.1.0]hexan-3-yl)quinoline-8-carbonitrile